2,3-dichloro-1,1,1-trifluoropropene ClC(C(F)(F)F)=CCl